1-(3-(4-Chlorophenyl)-1,2,4-oxadiazol-5-yl)-N-(((R)-1-(((R)-1-methylpiperidin-3-yl)methyl)pyrrolidin-3-yl)methyl)piperidin-4-carboxamid ClC1=CC=C(C=C1)C1=NOC(=N1)N1CCC(CC1)C(=O)NC[C@@H]1CN(CC1)C[C@H]1CN(CCC1)C